ClC1=C(C2=C(NC(C(=C2O)C2=CC=CC=C2)=O)S1)C=1C(=C2CCCCC2=CC1)O 2-Chloro-4-hydroxy-3-(5-hydroxytetralin-6-yl)-5-phenyl-7H-thieno[2,3-b]pyridin-6-one